O=C1NC(=C(C=C1C(=O)N)C1=CC=C(C=C1)O[C@H](C)C=1C=NC=CC1)C(F)(F)F |o1:17| (R or S)-2-oxo-5-(4-(1-(pyridin-3-yl)ethoxy)phenyl)-6-(trifluoromethyl)-1,2-dihydropyridine-3-carboxamide